Hepta-2,5-diene molybdenum [Mo].CC=CCC=CC